(S)-1-(((R)-tert-butylsulfinyl)amino)-5-methyl-1,3-dihydrospiro[indene-2,4'-piperidine]-1'-carboxylic acid tert-butyl ester C(C)(C)(C)OC(=O)N1CCC2(CC1)[C@@H](C1=CC=C(C=C1C2)C)N[S@](=O)C(C)(C)C